FC(C=1C(NC(N([C@H]2C[C@H](O)[C@@H](CO)O2)C1)=O)=O)(F)F α,α,α-trifluorothymidine